tert-butyl (R)-(1-(5-carbamoyl-6-((4-(methylsulfonyl)phenyl)amino)pyrazin-2-yl)piperidin-3-yl)carbamate C(N)(=O)C=1N=CC(=NC1NC1=CC=C(C=C1)S(=O)(=O)C)N1C[C@@H](CCC1)NC(OC(C)(C)C)=O